FC1=C2CN(C(NC2=CC=C1C)=O)CC(=O)OC methyl 2-(5-fluoro-6-methyl-2-oxo-1,4-dihydroquinazolin-3-yl)acetate